8-{[5,7-Bis(trifluoromethyl)-1,8-naphthyridin-2-yl]amino}-6-[(3,5-dihydroxyadamantan-1-yl)amino]imidazo[1,2-b]pyridazin-3-carbonitril FC(C1=C2C=CC(=NC2=NC(=C1)C(F)(F)F)NC=1C=2N(N=C(C1)NC13CC4(CC(CC(C1)C4)(C3)O)O)C(=CN2)C#N)(F)F